2-((6-(4-(trifluoromethyl)phenyl)pyridin-2-yl)methyl)acrylic acid FC(C1=CC=C(C=C1)C1=CC=CC(=N1)CC(C(=O)O)=C)(F)F